N,N-dimethylamino thioformate C(=S)ON(C)C